COC(C1=C(C=C(C=C1)C1=NOC(C1)(C(F)(F)F)C1=CC(=CC(=C1)Cl)Cl)C)=O 4-(5-(3,5-dichlorophenyl)-5-(trifluoromethyl)-4,5-dihydroisoxazol-3-yl)-2-methylbenzoic acid methyl ester